CC1=CN([C@H]2C[C@H](N=[N+]=[N-])[C@@H](CO)O2)C(=O)NC1=O Azidothymidine